t-butyl (R)-(1-oxopropan-2-yl)carbamate O=C[C@@H](C)NC(OC(C)(C)C)=O